dioleoyloxy-3-(trimethylammonio)propane C(CCCCCCC\C=C/CCCCCCCC)(=O)OC(CC[N+](C)(C)C)OC(CCCCCCC\C=C/CCCCCCCC)=O